pentanoylisobutyrate C(CCCC)(=O)OC(C(C)C)=O